(6-amino-4-methoxypyridazin-3-yl)propan-2-ol NC1=CC(=C(N=N1)CC(C)O)OC